CN(S(=O)(=O)C1=CC=CC=C1)C 4-(N,N-dimethylaminosulfonyl)benzene